ClC1=CC(=C(COC2=CC=CC(=N2)C2CCN(CC2)CC2=NC3=C(N2C)C=C(C=C3OC(F)F)NCC(=O)O)C=C1)F (2-((4-(6-((4-chloro-2-fluorobenzyl)oxy)pyridin-2-yl)piperidin-1-yl)methyl)-4-(difluoromethoxy)-1-methyl-1H-benzo[d]imidazol-6-yl)glycine